3-(2,4-bis(trifluoromethyl)phenyl)-1-(3-(6-(dimethylamino)pyridazin-3-yl)prop-2-ynyl)-7-fluoro-4,5-dihydro-1H-benzo[b]azepin-2(3H)-one FC(C1=C(C=CC(=C1)C(F)(F)F)C1CCC2=C(N(C1=O)CC#CC=1N=NC(=CC1)N(C)C)C=CC(=C2)F)(F)F